2-(phthalazin-6-yl)acetonitrile C1=NN=CC2=CC(=CC=C12)CC#N